Methyl 4-methoxy-5-(3-(2-(2-methoxyphenyl) acetamido) propoxy)-2-nitrobenzoate COC1=CC(=C(C(=O)OC)C=C1OCCCNC(CC1=C(C=CC=C1)OC)=O)[N+](=O)[O-]